O=S1(CC(C=C1)N(C(=O)C=1C(=NC2=C(C=CC=C2C1)C(=O)N)OC)C1=CSC=C1)=O N-(1,1-dioxido-2,3-dihydrothiophen-3-yl)-2-methoxy-N-(thiophen-3-yl)quinoline-3,8-dicarboxamide